1,1,1,3,4,4,4-heptafluoro-2-butene FC(C=C(C(F)(F)F)F)(F)F